2-[1-[(3-fluorophenyl)methyl]-5-oxo-3-phenylpyrrolidin-2-yl]acetic acid FC=1C=C(C=CC1)CN1C(C(CC1=O)C1=CC=CC=C1)CC(=O)O